4,5-dihydroxy-1,3-diaminobenzene OC1=C(C=C(C=C1O)N)N